C(C=C)N1N=C(C2=C(C1=O)C(=C(C(N2C)=O)C)O)C2=CC(=CC=C2)[N+](=O)[O-] 6-allyl-4-hydroxy-1,3-dimethyl-8-(3-nitrophenyl)pyrido[2,3-d]Pyridazine-2,5-dione